4-[2-(N-(3,3-difluorocyclohexyl)-2-fluoro-anilino)-2-oxo-ethyl]-1-(2-pyridinyl)piperidine-4-carboxylic acid methyl ester COC(=O)C1(CCN(CC1)C1=NC=CC=C1)CC(=O)N(C1=C(C=CC=C1)F)C1CC(CCC1)(F)F